Ethyl (6R,9S,12S,E)-6-(2-(3-aminophenyl)propan-2-yl)-9-(tert-butyl)-12-isopropyl-2,2,5,11,14-pentamethyl-4,7,10-trioxo-3-oxa-5,8,11-triazapentadec-13-en-15-oate NC=1C=C(C=CC1)C(C)(C)[C@@H](N(C(OC(C)(C)C)=O)C)C(N[C@H](C(N([C@H](\C=C(\C(=O)OCC)/C)C(C)C)C)=O)C(C)(C)C)=O